C1(CCCCC1)C=1C(=O)NC(C1)=O Cyclohexylmaleimide